C(C)N1CCC2(CN(C2)CC=2C=CC(=NC2)NC2=NC=C(C(=N2)C2=CC3=C(N=C4N3[C@@H](CC4)C(F)(F)F)C(=C2)F)F)CC1 (S)-N-(5-((7-ethyl-2,7-diazaspiro[3.5]nonan-2-yl)methyl)pyridin-2-yl)-5-fluoro-4-(5-fluoro-1-(trifluoromethyl)-2,3-dihydro-1H-benzo[d]pyrrolo[1,2-a]imidazol-7-yl)pyrimidin-2-amine